[Si](C)(C)(C(C)(C)C)OCC1=NN2C(C(N(CC2)C2=C(C=C(C=C2)C2=NC3=CC=C(N=C3C=C2)C(F)(F)F)C)=O)=C1C 2-(((Tert-Butyldimethylsilyl)oxy)methyl)-3-methyl-5-(2-methyl-4-(6-(trifluoromethyl)-1,5-naphthyridin-2-yl)phenyl)-6,7-dihydropyrazolo[1,5-a]pyrazin-4(5H)-one